C[C@H]1COC2=C1C(C(C1=C2C=CC2=C(C=CC=C21)C)=O)=O (1R)-1,6-dimethyl-1,2-dihydronaphtho[1,2-g][1]benzofuran-10,11-dione